2-(4,4,5,5-Tetramethyl-1,3,2-dioxaborolan-2-yl)-5-(trifluoromethyl)aniline CC1(OB(OC1(C)C)C1=C(N)C=C(C=C1)C(F)(F)F)C